NC1CCN(CC1)C(CC1CN(C1)C1=C2C(N(C(C2=CC=C1)=O)C1C(NC(CC1)=O)=O)=O)=O 4-(3-(2-(4-aminopiperidin-1-yl)-2-oxoethyl)azetidin-1-yl)-2-(2,6-dioxopiperidin-3-yl)isoindoline-1,3-dione